1,2-dimethyl-4-vinyl-benzene CC1=C(C=C(C=C1)C=C)C